1-((4-(aminomethyl)pyridin-2-yl)sulfonyl)-5-cyclohexyl-N,N-dimethylpiperidine-3-carboxamide NCC1=CC(=NC=C1)S(=O)(=O)N1CC(CC(C1)C1CCCCC1)C(=O)N(C)C